CN1C2=NC(=NC=C2N=C1)NC1=NC=CC(=C1)N1CCNCC1 9-methyl-N-(4-(piperazin-1-yl)pyridin-2-yl)-9H-purin-2-amine